(rac)-4-(1-(4-methoxyphenyl)-1,4,6,7-tetrahydropyrano[4,3-c]pyrazole-3-carbonyl)-1,4-diazabicyclo[3.2.2]nonan-6-one COC1=CC=C(C=C1)N1N=C(C2=C1CCOC2)C(=O)N2CCN1CC([C@H]2CC1)=O |r|